N'-[(2-chlorophenyl)methyl]-N'-[[5-(trifluoromethyl)-2-pyridyl]methyl]oxamide ClC1=C(C=CC=C1)CN(C(C(N)=O)=O)CC1=NC=C(C=C1)C(F)(F)F